N1=C(N=CC=C1)CN(C(C(N)=O)=O)CC1=NC=C(C=C1)C(F)(F)F N'-(pyrimidin-2-ylmethyl)-N'-[[5-(trifluoromethyl)-2-pyridyl]methyl]oxamide